C(CCCCCCC\C=C/C\C=C/C\C=C/C\C=C/C\C=C/CC)(=O)O (9Z,12Z,15Z,18Z,21Z)-tetracosa-9,12,15,18,21-pentaenoic acid